2-{3-[(1,5-dimethyl-1H-pyrazol-3-yl)amino]-1-methyl-1H-indazol-6-yl}propan-2-ol CN1N=C(C=C1C)NC1=NN(C2=CC(=CC=C12)C(C)(C)O)C